(S)-3,7-dimethyloct-6-en-1-yl acrylate C(C=C)(=O)OCC[C@H](CCC=C(C)C)C